O=C([C@H](O)[C@@H](O)CO)O.[Ca] calcium L-threonic acid